C(C=C)(=O)CCOC1=CC=C(C=C1)C(C)(C)C1=CC=C(C=C1)OCCC(C=C)=O 2,2-bis[4-(acryloyl-ethoxy)phenyl]propane